ClC1=C(C=CC(=C1Cl)OC1=NN(C=C1)C)N1C(=NC(=C(C1=O)C)O)C 3-(2,3-dichloro-4-((1-methyl-1H-pyrazol-3-yl)oxy)phenyl)-6-hydroxy-2,5-dimethylpyrimidin-4(3H)-one